CN1N=C2N(C3=CC=C(C=C3C2=C1)C(=O)OCC)C1=CC=C(C=C1)C ethyl 2-methyl-8-(4-methylphenyl)-2H,8H-pyrazolo[3,4-b]indole-5-carboxylate